C12CCC(CC1)C2 endo-norbornan